NCC1NCCCC1 2-aminomethylpiperidine